4-(1-piperidinyl)phenethylamine N1(CCCCC1)C1=CC=C(CCN)C=C1